CC(CC=C)C 4-methyl-penten